6-[[3-[4-(2-methoxyphenyl)-1-piperazinyl]-propyl]-amino]-1,3-dimethyl-2,4(1H,3H)-pyrimidinedione hydrochloride Cl.COC1=C(C=CC=C1)N1CCN(CC1)CCCNC1=CC(N(C(N1C)=O)C)=O